(dibenzothiophenyl)(triphenyleneyl)biphenyl C1(=CC=CC=2SC3=C(C21)C=CC=C3)C=3C(=C(C=CC3)C3=CC=CC=C3)C3=CC=CC=2C1=CC=CC=C1C1=CC=CC=C1C32